tert-butyl (5-(benzo[d]thiazol-2-ylcarbamoyl)thiazol-2-yl)carbamate S1C(=NC2=C1C=CC=C2)NC(=O)C2=CN=C(S2)NC(OC(C)(C)C)=O